N-[2-chloro-4-fluoro-5-[4-(3-fluoropropyl)-4,5-dihydro-5-oxo-1H-tetrazol-1-yl]phenyl]ethanesulfonamide ClC1=C(C=C(C(=C1)F)N1N=NN(C1=O)CCCF)NS(=O)(=O)CC